(2-thiazolin-2-ylsulfanyl)-acetic acid, methyl ester S1C(=NCC1)SCC(=O)OC